tert-butyl (1-(2-(3,4-dichloro-5-methyl-1H-pyrrole-2-carboxamido)-5-(5-oxo-4,5-dihydro-1H-tetrazol-1-yl)phenyl)piperidin-4-yl)carbamate ClC1=C(NC(=C1Cl)C)C(=O)NC1=C(C=C(C=C1)N1N=NNC1=O)N1CCC(CC1)NC(OC(C)(C)C)=O